(1-methyl-piperidin-4-yl)-amine CN1CCC(CC1)N